C(C)(C)(C)OC(=O)NCC=1C=NN(C1)CC1=CC2=C(C(=NO2)NS(=O)(=O)C2=C(C(=O)OC)C=CC=C2)C(=C1)OC methyl 2-(N-(6-((4-(((tert-butoxycarbonyl)amino)methyl)-1H-pyrazol-1-yl)methyl)-4-methoxybenzo[d]isoxazol-3-yl)sulfamoyl)benzoate